tert-butyl (S)-3-(4-bromophenoxy)piperidine-1-carboxylate BrC1=CC=C(O[C@@H]2CN(CCC2)C(=O)OC(C)(C)C)C=C1